(6aR,12bS)-(+)-N-methyl-2-methyl-10,11-dihydroxy-5,6,6a,7,8,12b-hexahydrobenzo[a]phenanthridine CN1[C@@H]2CCC3=C([C@H]2C=2C=C(C=CC2C1)C)C=C(C(=C3)O)O